C(=O)(C(=C)C)OCCCOC1=CC=C(C=C1)CCC 4-(3-methacryl-oxypropoxy)phenylpropane